(3S,4R)-3,4-dihydroxycyclohexa-1,5-diene-1,4-dicarboxylate O[C@H]1C=C(C=C[C@@]1(C(=O)[O-])O)C(=O)[O-]